FC1=C2C=CNC2=CC(=C1OC=1C=CC(=C(C1)C=1NC(=CN1)C(C(C)(C)C)C=1C=C(C=CC1)C(C(=O)O)C)F)F (3-(1-(2-(5-((4,6-difluoro-1H-indol-5-yl)oxy)-2-fluorophenyl)-1H-imidazol-5-yl)-2,2-dimethylpropyl)phenyl)propanoic acid